6-(chloromethyl)-2-(trifluoromethyl)benzo[d]thiazole ClCC1=CC2=C(N=C(S2)C(F)(F)F)C=C1